C(=C)C(CC[Si](OCCC1=CC=CC=C1)(OC)OC)(N)CCN gamma-vinyl-benzyl-gamma-aminoethyl-3-aminopropyltrimethoxysilane